O1CC(C1)N1CCC(CC1)OC1=CC2=C(NC=N2)C=C1 5-[[1-(oxetan-3-yl)-4-piperidinyl]oxy]-1H-benzimidazole